C(C)(C)(C)OC(=O)N1C(C(CCC1)CBr)C 3-(bromomethyl)-2-methylpiperidine-1-carboxylic acid tert-butyl ester